(2-Ethoxy-4-{6-[2-(6-fluoro-4-methoxy-2-methyl-indol-1-yl)-ethylamino]-pyrimidin-4-yl}-phenylamino)-acetic acid C(C)OC1=C(C=CC(=C1)C1=NC=NC(=C1)NCCN1C(=CC2=C(C=C(C=C12)F)OC)C)NCC(=O)O